5-(2-Isopropyl-4,5-dimethoxy-benzyl)-N4-(4-methanesulfonyl-cyclohexyl)-pyrimidine-2,4-diamine C(C)(C)C1=C(CC=2C(=NC(=NC2)N)NC2CCC(CC2)S(=O)(=O)C)C=C(C(=C1)OC)OC